NC=1C=C(C=CC1O)C(C)=O 1-(3-amino-4-hydroxyphenyl)ethan-1-one